C(C)OC[C@H](CC1=CC=C(OCCNC(OC(C)(C)C)=O)C=C1)N1C=NC=2C=NC=3C=CC=CC3C21 tert-butyl (S)-(2-(4-(3-ethoxy-2-(1H-imidazo[4,5-c]quinolin-1-yl)propyl)phenoxy)ethyl)carbamate